C(=O)(O)NCCCCCCCCCCNC(=O)O dicarboxyl-decamethylenediamine